C1(CC\C=C/CCCC(C)O1)=O (Z)-4-Decen-9-olide